1,2,3,4,5-pentacyano-2H-borinine C(#N)B1C(C(=C(C(=C1)C#N)C#N)C#N)C#N